BrC=CC1=CC=CC=C1 (2-bromovinyl)-benzene